N1=C(C=CC=C1)SC(C(=O)[O-])C (2-pyridylthio)-propionate